C(C1=CC=CC=C1)OC(=O)N1C[C@H](CC1)OC=1C=C2CN(C(C2=CC1)=O)[C@@H]1C(NC(CC1)=O)=O (S)-3-((2-((S)-2,6-dioxopiperidin-3-yl)-1-oxoisoindolin-5-yl)oxy)pyrrolidine-1-carboxylic acid benzyl ester